ClC1=NC=C(C(=C1)N1C[C@H]([C@H](CC1)F)NC(OC(C)(C)C)=O)C=1C=NN(C1)C(F)F tert-butyl ((3R,4S)-1-(2-chloro-5-(1-(difluoromethyl)-1H-pyrazol-4-yl)pyridin-4-yl)-4-fluoropiperidin-3-yl)carbamate